COC=1C=CC=2C3=C(NC2C1)C(=CN=C3)C 7-methoxy-4-methyl-5H-pyrido[4,3-b]indole